3-((hexyl-3,3,4,4,5,5,6,6,6-d9)oxy)-4-(1-(methyl-d3)-1,2,5,6-tetrahydropyridin-3-yl)-1,2,5-thiadiazole C(CC(C(C(C([2H])([2H])[2H])([2H])[2H])([2H])[2H])([2H])[2H])OC1=NSN=C1C=1CN(CCC1)C([2H])([2H])[2H]